FC(C=CC(=O)OC(C=CC(F)(F)F)=O)(F)F trifluorobutenoic anhydride